C(C)(C)(C)OC(=O)N1[C@H]2CC(C[C@@H]1CC2)N(C(C2=CC(=C(C=C2)C2C(C2)C=2C1=C(N=C(N2)C)N=CC=C1)Cl)=O)C (1R,3s,5S)-3-(3-chloro-N-methyl-4-(2-(2-methylpyrido[2,3-d]pyrimidin-4-yl)cyclopropyl)benzamido)-8-azabicyclo[3.2.1]octane-8-carboxylic acid tert-butyl ester